C(C)(C)(C)C1=CC=C(C=C1)NC=1C=CC2=C(OC3=C2C=CC=C3)C1 N-(4-tert-butylphenyl)dibenzofuran-3-amine